4-methoxybenzene tetrafluoroborate F[B-](F)(F)F.COC1=CC=CC=C1